C(C1=CC=CC=C1)OC(=O)N1CCC2(C[C@H]([C@H](C2=O)F)C)CC1 (2r,3r)-2-fluoro-3-methyl-1-oxo-8-azaspiro[4.5]decane-8-carboxylic acid benzyl ester